N1=CC=C2N1C=CC(=C2)B2OC(C)(C)C(C)(C)O2 pyrazolo[1,5-a]Pyridine-5-boronic acid pinacol ester